C(C)(C)(C)C=1C=C(C=C(C1)C(C)(C)C)C1=CC=C(N1)CN(C)C 1-(5-(3,5-di-tert-butylphenyl)-1H-pyrrol-2-yl)-N,N-dimethylmethanamine